C(C)(C)(C)OC(=O)N1CC2(CN(C2)C(=O)[C@@H]2C(C2)(C)C)C(C1)CO.C1(=CC=CC2=CC=CC=C12)C1=C(C=NC2=CC=CC=C12)S(=O)(=O)C1=CC=CC=C1 4-(naphthalen-1-yl)-3-(phenylsulfonyl)quinoline tert-butyl-2-((S)-2,2-dimethyl-cyclopropane-1-carbonyl)-8-(hydroxymethyl)-2,6-diazaspiro[3.4]octane-6-carboxylate